4-(7-methoxy-3-quinolylamino)-2-{p-[(1r,3r)-3-morpholinocyclobutoxy]phenylamino}pyrimidine COC1=CC=C2C=C(C=NC2=C1)NC1=NC(=NC=C1)NC1=CC=C(C=C1)OC1CC(C1)N1CCOCC1